FC1=CC=C(C=C1)[C@@H](O)C1=NC2=CC=CC=C2C(=N1)NC1=NNC(=C1)C |r| racemic-(4-fluorophenyl)(4-((5-methyl-1H-pyrazol-3-yl)amino)quinazolin-2-yl)methanol